(1R,4r)-4-(5-cyano-4-((1R,3R,4R)-3-hydroxy-4-methylcyclohexylamino)pyrimidin-2-ylamino)-N,N-dimethylcyclohexanecarboxamid C(#N)C=1C(=NC(=NC1)NC1CCC(CC1)C(=O)N(C)C)N[C@H]1C[C@H]([C@@H](CC1)C)O